BrCCNC(OCCCC)=O Butyl (2-bromoethyl)carbamate